ClC1=NC(=CC(=C1)C(C1C2CC(C(C1)CC2)C(=O)O)(F)F)N2CCN(CC2)S(=O)(=O)C2=CC=C(C=C2)N2C(C[C@H](C2)C)=O 5-[[2-chloro-6-[4-[4-[(4R)-4-methyl-2-oxo-pyrrolidin-1-yl]phenyl]sulfonylpiperazin-1-yl]-4-pyridyl]-difluoro-methyl]bicyclo[2.2.2]octane-2-carboxylic acid